6-thioxo-[1,3,5]triazinan-2,4-dione S=C1NC(NC(N1)=O)=O